2-((4-methylpiperazin-1-yl)methyl)cyclopropane-1-carboxamide CN1CCN(CC1)CC1C(C1)C(=O)N